tert-Butyl (S)-2-((3-(1-(4-chlorophenyl)-2-oxo-1,2-dihydro-3H-imidazo[4,5-b]pyridin-3-yl)pyrrolidin-1-yl)methyl)-1-methyl-1H-imidazole-5-carboxylate ClC1=CC=C(C=C1)N1C(N(C2=NC=CC=C21)[C@@H]2CN(CC2)CC=2N(C(=CN2)C(=O)OC(C)(C)C)C)=O